C(C)(C)(C)OC(=O)N1[C@@H](CN(CC1)C1=C(C(=C(C=C1Br)[N+](=O)[O-])C#N)F)CO.CNN(C1=CC=C(C=C1)\C=C\C1=CC=NC=C1)NC (E)-N,N-dimethylamino-4-(2-(pyridin-4-yl)vinyl)aniline tert-butyl-(S)-4-(6-bromo-3-cyano-2-fluoro-4-nitrophenyl)-2-(hydroxymethyl)piperazine-1-carboxylate